(4-chloro-6-pyridin-2-yl-[1,3,5]triazin-2-yl)-isopropyl-amine ClC1=NC(=NC(=N1)C1=NC=CC=C1)NC(C)C